6-(3,5-Difluoro-4-(hexahydropyrrolo[1,2-a]pyrazin-2(1H)-yl)phenyl)-1,4-dimethyl-2-(4-(methylsulfonyl)phenyl)-1H-pyrrolo[3,2-c]pyridin FC=1C=C(C=C(C1N1CC2N(CC1)CCC2)F)C2=CC1=C(C(=N2)C)C=C(N1C)C1=CC=C(C=C1)S(=O)(=O)C